NC1=C(C=C2CCN(CC2=C1Br)C(=O)[O-])Cl 7-amino-6-chloro-8-bromo-3,4-dihydroisoquinoline-2(1H)-carboxylate